tert-Butyl (6-methyl-5-(thiophene-3-carboxamido)pyridin-2-yl)carbamate CC1=C(C=CC(=N1)NC(OC(C)(C)C)=O)NC(=O)C1=CSC=C1